3-(3H-[1,2,3]Triazolo[4,5-b]pyridin-5-yl)-N-(3-fluoro-4-(((2-methoxybenzyl)oxy)methyl)-phenyl)benzamide N1=NNC2=NC(=CC=C21)C=2C=C(C(=O)NC1=CC(=C(C=C1)COCC1=C(C=CC=C1)OC)F)C=CC2